NC1=NC=NN2C1=CC=C2[C@@]2(O[C@]([C@H]([C@H]2OCC2=CC=CC=C2)OCC2=CC=CC=C2)(CF)COCC2=CC=CC=C2)C#N (2R,3R,4S,5R)-2-(4-aminopyrrolo[2,1-f][1,2,4]triazin-7-yl)-3,4-bis(benzyloxy)-5-((benzyloxy)methyl)-5-(fluoromethyl)tetrahydrofuran-2-carbonitrile